3-isopropyl-phenol C(C)(C)C=1C=C(C=CC1)O